7'-(((1s,3S)-3-Hydroxycyclobutyl)amino)-8'-methyl-1',1'-dioxido-2,3,5,6-tetrahydrospiro[pyran-4,4'-pyrido[2,3-b][1,4,5]oxathiazepin] OC1CC(C1)NC=1C(=CC2=C(OC3(C=NS2(=O)=O)CCOCC3)N1)C